7-chloro-4-methoxy-2-methylisoindolin-1-one ClC=1C=CC(=C2CN(C(C12)=O)C)OC